4-(6-Chloropyridin-3-yl)tetrahydro-2H-pyran-4-amine ClC1=CC=C(C=N1)C1(CCOCC1)N